1-methyl-6-(trifluoromethoxy)-4H-chromeno[3,4-d]imidazole CN1C=NC2=C1C=1C=CC=C(C1OC2)OC(F)(F)F